N-(2-(4-amino-3-(4-phenoxyphenyl)-1H-pyrazolo[3,4-d]pyrimidin-1-yl)ethyl)-2-(N,N-bis(4-methoxybenzyl)sulfamoyl)-3,4,5,6-tetrafluorobenzamide NC1=C2C(=NC=N1)N(N=C2C2=CC=C(C=C2)OC2=CC=CC=C2)CCNC(C2=C(C(=C(C(=C2F)F)F)F)S(N(CC2=CC=C(C=C2)OC)CC2=CC=C(C=C2)OC)(=O)=O)=O